ClN(C1=NN=NC=C1)Cl dichlorotriazinyl-amine